(1,4-phenylenebismethylene)bis(2-azidoacetamide) C1(=CC=C(C=C1)CC(C(=O)N)N=[N+]=[N-])CC(C(=O)N)N=[N+]=[N-]